5,6,7-trimethyl-2-{[1-(pyridin-3-yl)azetidin-3-yl]acetyl}-1,2,3,5-tetrahydro-4H-pyrrolo[3,4-c]pyridin-4-one CN1C(C2=C(C(=C1C)C)CN(C2)C(CC2CN(C2)C=2C=NC=CC2)=O)=O